3-(4-((2,5-dibromo-4-((cyclohexylamino)methyl)benzyl)thio)-1-oxoisoindolin-2-yl)piperidine-2,6-dione BrC1=C(CSC2=C3CN(C(C3=CC=C2)=O)C2C(NC(CC2)=O)=O)C=C(C(=C1)CNC1CCCCC1)Br